n-eicosanoate CCCCCCCCCCCCCCCCCCCC(=O)O